(R)-6-(4-((5,5-dimethyltetrahydrofuran-3-yl)amino)pyrido[3,4-d]pyridazin-1-yl)-2-fluoro-3-methylphenol CC1(C[C@H](CO1)NC=1N=NC(=C2C1C=NC=C2)C2=CC=C(C(=C2O)F)C)C